C(C)(C)(C)OC(=O)N1CC(NCC1)COC=1C(=NC(=C(C(=O)O)C1)N1C(COCC1)(C)C)Cl ((4-(tert-butoxycarbonyl)piperazin-2-yl)methoxy)-6-chloro-2-(3,3-dimethylmorpholino)nicotinic acid